BrC1=CC=C2C(=N1)C(CN2C2=NC(=NC=C2)NC=2C(=CC(=C(C2)NC(C=C)=O)N(C)CCN(C)C)OC(F)F)(C)C N-(5-((4-(5-bromo-3,3-dimethyl-2,3-dihydro-1H-pyrrolo[3,2-b]pyridin-1-yl)pyrimidin-2-yl)amino)-4-(difluoromethoxy)-2-((2-(dimethylamino)ethyl)(methyl)amino)phenyl)acrylamide